(1S,3R,5R)-3-[(6-bromo-1,2,4-triazin-3-yl)amino]-2-fluoro-8-azabicyclo[3.2.1]octane-8-carboxylic acid tert-butyl ester C(C)(C)(C)OC(=O)N1[C@@H]2C([C@@H](C[C@H]1CC2)NC=2N=NC(=CN2)Br)F